C(C)(C)(C)NC1=CC=C(C=N1)C(=O)N1C[C@H](CC1)N(C(OC(C)(C)C)=O)C tert-Butyl N-[(3S)-1-[6-(tert-butylamino)pyridine-3-carbonyl]pyrrolidin-3-yl]-N-methylcarbamate